CN(C)CC1CCN(CC1)C1=NC=C(C=O)C=C1C 6-(4-((dimethylamino)methyl)piperidin-1-yl)-5-methylnicotinaldehyde